N1-(2-(dimethylamino)ethyl)-N4-(5-fluoro-4-(8-fluoro-2-methyl-3-(prop-1-en-2-yl)imidazo[1,2-a]pyridine-6-yl)pyrimidin-2-yl)-5-methoxy-N1-methyl-2-nitrobenzene-1,4-diamine CN(CCN(C1=C(C=C(C(=C1)OC)NC1=NC=C(C(=N1)C=1C=C(C=2N(C1)C(=C(N2)C)C(=C)C)F)F)[N+](=O)[O-])C)C